C1N(CCC12CNCC2)C(=O)OC(C)(C)C Tert-butyl 2,7-diazaspiro[4.4]nonane-2-carboxylate